C(C)(C)(C)OC(=O)N1CCN(CC1)C1=CC(=C2C(=NN(C2=C1)C(=O)OC(C)(C)C)NC1=NN2C(C(=NC(=C2)C)C)=C1)F tert-butyl 6-(4-(tert-butoxycarbonyl)piperazin-1-yl)-3-((4,6-dimethylpyrazolo[1,5-a]pyrazin-2-yl)amino)-4-fluoro-1H-indazole-1-carboxylate